N1=C(C=CC=C1)SSCCO 2-(pyridin-2-yldisulfanyl)ethanol